(S)-(4-(4-fluorobenzo[d]thiazol-2-yl)-6,7-dihydro-1H-imidazo[4,5-c]pyridin-5(4H)-yl)(4-methyloxazol-5-yl)methanone FC1=CC=CC2=C1N=C(S2)[C@H]2N(CCC1=C2N=CN1)C(=O)C1=C(N=CO1)C